4-[(E)-4-(diethylamino)-2-hydroxystyryl]-3-methylpyridin C(C)N(C1=CC(=C(/C=C/C2=C(C=NC=C2)C)C=C1)O)CC